2-(4-chloro-3-fluorophenoxy)-N-(4-{[2-(3,4-dichlorophenoxy)ethyl]amino}-2-hydroxybicyclo[2.2.2]octan-1-yl)acetamide ClC1=C(C=C(OCC(=O)NC23C(CC(CC2)(CC3)NCCOC3=CC(=C(C=C3)Cl)Cl)O)C=C1)F